CN1C[C@@H](OCC1)COC=1C=CC=C(C(=O)N[C@H](C)C=2C=NC(=NC2)C(F)(F)F)C1 5-(((R)-4-methylmorpholin-2-yl)methoxy)-N-((R)-1-(2-(trifluoromethyl)pyrimidin-5-yl)ethyl)benzamide